C1(=CC=CC=C1)C1=NC(=NC(=N1)C1=CC=CC=C1)C1=CC=C(C=C1)N1C2=CC=C(C=C2C=2C=C(C=CC12)N1C2=CC=C(C=C2C=2C=C(C=CC12)C1=CC=CC=C1)C1=CC=CC=C1)N1C2=CC=C(C=C2C=2C=C(C=CC12)C1=CC=CC=C1)C1=CC=CC=C1 9'-(4-(4,6-diphenyl-1,3,5-triazin-2-yl)phenyl)-3,3'',6,6''-tetraphenyl-9'H-9,3':6',9''-tercarbazole